3-({2-fluoro-3-[(methylsulfamoyl)amino]phenyl}methyl)-N-methyl-2-oxo-3,4-dihydro-2H-1,3-benzoxazine-7-carboxamide FC1=C(C=CC=C1NS(NC)(=O)=O)CN1C(OC2=C(C1)C=CC(=C2)C(=O)NC)=O